NC1=CC(=CC=2C(=C(OC21)C(=O)O)COC2=C(C=CC=C2)CC(=O)OCC)Br 7-amino-5-bromo-3-((2-(2-ethoxy-2-oxoethyl)phenoxy)methyl)benzofuran-2-carboxylic acid